1-hydroxy-2,3-dihydro-1H-indene-4-sulfonamide-1-d OC1(CCC=2C(=CC=CC12)S(=O)(=O)N)[2H]